Cl.C(C)(=O)[C@](O)(C[N+](C)(C)C)CC([O-])=O Acetyl-L-carnitine-HCl